N-(4-[2-(3,3-difluoroazetidinyl)-2-oxoethyl]phenyl){[(4-chlorophenyl)methyl]amino}carboxamide FC1(CN(C1)C(CC1=CC=C(C=C1)NC(=O)NCC1=CC=C(C=C1)Cl)=O)F